BrC1=CC=C(C=C1)[C@@H](CO)NC(OC(C)(C)C)=O tert-butyl (s)-(1-(4-bromophenyl)-2-hydroxyethyl)carbamate